trans-tert-butyl 3-(2-bromo-6-chloropyridin-4-yl)-2-(methoxymethyl)-4-(methylsulfonyl)piperazine-1-carboxylate BrC1=NC(=CC(=C1)[C@H]1[C@@H](N(CCN1S(=O)(=O)C)C(=O)OC(C)(C)C)COC)Cl